ClC1=C(C=CC(=C1)Cl)[C@H](C)N1N=NC2=C1N=C(N=C2)N2CC(C2)[C@@H]2CN(CCC2)C2CC(C2)(C(=O)O)C (1S,3R)-3-((S)-3-(1-(3-((R)-1-(2,4-dichlorophenyl)ethyl)-3H-[1,2,3]triazolo[4,5-d]pyrimidin-5-yl)azetidin-3-yl)piperidin-1-yl)-1-methylcyclobutane-1-carboxylic acid